OC(CCOC1=NC=C(C=N1)NC(O[C@@H](COC1=CC2=C(N=C(S2)C2=C3N=CC(=NC3=CC(=C2)C)OC)C=C1F)C)=O)(C)C (R)-1-((5-fluoro-2-(2-methoxy-7-methylquinoxalin-5-yl)benzo[d]thiazol-6-yl)oxy)propan-2-yl (2-(3-hydroxy-3-methylbutoxy)pyrimidin-5-yl)carbamate